[Na+].[NH+]1=CC=CC=C1 Pyridinium sodium salt